4-(propan-2-yl)benzenesulfonamide CC(C)C1=CC=C(C=C1)S(=O)(=O)N